12-chloro-6-methyl-6,7-dihydro-7,14-methanopyrido[3,2-c]pyrido[1',2':1,5]pyrazolo[4,3-f]azocine-2,5(1H,14H)-dione ClC1=CC=2N(N=C3C2C2C4=C(C(N(C3C2)C)=O)C=CC(N4)=O)C=C1